6-(6-bromo-3-fluoropyridin-2-yl)-7-methyl-3-(pentafluoroethyl)-7H-imidazo[4,5-c]-pyridazine BrC1=CC=C(C(=N1)C1=NC2=C(N=NC(=C2)C(C(F)(F)F)(F)F)N1C)F